CN1N=C(C=C1)C1=CC=C(N)C=C1 4-(1-methyl-1H-pyrazol-3-yl)aniline